5-(4-chlorophenyl)-1-(2,4-dichlorophenyl)-4-methyl-N-(2-(((1S,2S,4S)-1,7,7-trimethylbicyclo[2.2.1]heptan-2-yl)amino)ethyl)-1H-pyrazole-3-carboxamide ClC1=CC=C(C=C1)C1=C(C(=NN1C1=C(C=C(C=C1)Cl)Cl)C(=O)NCCN[C@@H]1[C@]2(CC[C@@H](C1)C2(C)C)C)C